1-(2-(4-(bis(sec-butylsulfanyl)methyl)-2-methoxyphenoxy)ethyl)-4-((2-chlorophenyl)sulfonyl)piperazine C(C)(CC)SC(C1=CC(=C(OCCN2CCN(CC2)S(=O)(=O)C2=C(C=CC=C2)Cl)C=C1)OC)SC(C)CC